(butylsulfinyl)-4-phenyl-2-(pyridin-3-yl)thieno[2,3-d]pyrimidin-5-amine C(CCC)S(=O)C1=C(C2=C(N=C(N=C2C2=CC=CC=C2)C=2C=NC=CC2)S1)N